dideuterio-N,N-dimethyltryptamine [2H]C(N(C)C)(CC1=CNC2=CC=CC=C12)[2H]